1,2,3-trimercaptopropane SCC(CS)S